C(C)C=1SC2=NC(=CC=C2N1)C(C)=O 1-(2-ethylthiazolo[5,4-b]pyridin-5-yl)ethan-1-one